2-(4-Chlorophenyl)-8,8,11-trimethyl-2-(2-oxopropyl)-5-pentyl-8a,9,10,12a-tetrahydro-4H,8H-benzo[c][1,3]dioxino[4,5-f]chromen-4-on ClC1=CC=C(C=C1)C1(OC(C=2C(=C3C4C(C(OC3=CC2CCCCC)(C)C)CCC(=C4)C)O1)=O)CC(C)=O